[Os].FC(C1=NNC(=N1)C1=NC=CC=C1)(F)F.FC(C1=NNC(=N1)C1=NC=CC=C1)(F)F bis[3-(trifluoromethyl)-5-(2-pyridyl)-1,2,4-triazole] osmium